C1(C=CCN1)=O butenelactam